5-bromo-N6,N6-dimethyl-[2,3-bipyridine]-3,6-diamine BrC=1C=C(C(=NC1N(C)C)C=1C=NC=CC1)N